((1S,2S)-2-aminocyclopentyl)methanol N[C@@H]1[C@H](CCC1)CO